tert-Butyl 5-methoxy-4-(((2S)-2-(3-methoxy-4-(methoxycarbonyl)phenyl)-4-(3,3,3-trifluoropropyl)piperazin-1-yl)methyl)-7-methylindole-1-carboxylate COC=1C(=C2C=CN(C2=C(C1)C)C(=O)OC(C)(C)C)CN1[C@H](CN(CC1)CCC(F)(F)F)C1=CC(=C(C=C1)C(=O)OC)OC